N-[(1R)-1-(3,4-Dimethoxyphenyl)ethyl]-2-methyl-5-(4-methylpiperazin-1-yl)benzamide COC=1C=C(C=CC1OC)[C@@H](C)NC(C1=C(C=CC(=C1)N1CCN(CC1)C)C)=O